C(#N)C1=CN=C2N1C(=CC(=C2)C=2N=NN(C2C)C2CCN(CC2)C(=O)OC(C)(C)C)O[C@@H]2CCC=1C2=NC=CC1 tert-Butyl 4-[4-[3-cyano-5-[[(7R)-6,7-dihydro-5H-cyclopenta[b]pyridin-7-yl]oxy]imidazo[1,2-a]pyridin-7-yl]-5-methyl-triazol-1-yl]piperidine-1-carboxylate